CC1=C(C=C(C2=CC=CC=C12)C)C(=O)O 1,4-dimethyl-2-naphthoic acid